ClC=1N=C(C2=C(N1)N(C=C2C#N)S(=O)(=O)C2=CC=C(C)C=C2)NC=2N=CN(C2)C2=CC(=C(C(=C2)OC)OC)OC 2-chloro-7-tosyl-4-((1-(3,4,5-trimethoxyphenyl)-1H-imidazol-4-yl)amino)-7H-pyrrolo[2,3-d]pyrimidine-5-carbonitrile